(1R,2R)-2-(3-(2,2,2-trifluoroacetylamino)-1H-pyrazol-5-yl)cyclohexylcarbamic acid benzyl ester C(C1=CC=CC=C1)OC(N[C@H]1[C@@H](CCCC1)C1=CC(=NN1)NC(C(F)(F)F)=O)=O